1-(4-(6-chloro-7-(2,4-difluoro-phenyl)quinazolin-4-yl)piperazin-1-yl)prop-2-en-1-one ClC=1C=C2C(=NC=NC2=CC1C1=C(C=C(C=C1)F)F)N1CCN(CC1)C(C=C)=O